C(C1=CC=CC=C1)NCC1(COCC1)C(=O)OC methyl 3-[(benzylamino)methyl]oxolane-3-carboxylate